4-(methoxy)-N,N-dimethylbenzamide COC1=CC=C(C(=O)N(C)C)C=C1